3-(3,5-Dichloro-4-(4-chlorobenzoyl)benzyl)-5-(p-tolyl)-3,6-dihydro-7H-[1,2,3]triazolo[4,5-d]pyrimidin-7-one ClC=1C=C(CN2N=NC3=C2N=C(NC3=O)C3=CC=C(C=C3)C)C=C(C1C(C1=CC=C(C=C1)Cl)=O)Cl